ClC1=CC=C(C=C1)C=1N=C(SC1)N(C1=C(N=C2N1C=C(C=C2)N2C(NCC2)=O)CC)C 1-(3-{[4-(4-Chloro-phenyl)-thiazol-2-yl]-methyl-amino}-2-ethyl-imidazo[1,2-a]pyridin-6-yl)-imidazolidin-2-one